5-(2-(2-(benzylamino)pyridin-4-yl)-1H-pyrrolo[2,3-b]pyridin-4-yl)-1H-indazol-3-amine C(C1=CC=CC=C1)NC1=NC=CC(=C1)C1=CC=2C(=NC=CC2C=2C=C3C(=NNC3=CC2)N)N1